[C@@H]1(C[C@H]([C@@H](CC1)C(C)(C)O)O)C (1R,3R,4R)-p-Menthane-3,8-diol